COC1=NC=CC(=C1N1CCC(CC1)N1C(N(C=2C(C1C)=CN(N2)C)CC2=C(C=CC=C2)C(F)(F)F)=O)C 5-(2'-Methoxy-4'-methyl-3,4,5,6-tetrahydro-2H-[1,3']bipyridinyl-4-yl)-2,4-dimethyl-7-(2-trifluoromethyl-benzyl)-2,4,5,7-tetrahydro-pyrazolo[3,4-d]pyrimidin-6-one